Bromo-4-(4-chlorophenyl)-3-(4-fluorophenyl)but-3-en-2-one BrCC(C(=CC1=CC=C(C=C1)Cl)C1=CC=C(C=C1)F)=O